C1(CC1)S(=O)(=O)NC=1SC=C(N1)C1(CCOCC1)C(=O)NC1=NC=C(C=C1)C1=NC(=CN=C1)OCC 4-(2-(cyclopropanesulfonylamino)thiazol-4-yl)-N-(5-(6-ethoxypyrazin-2-yl)pyridin-2-yl)tetrahydro-2H-pyran-4-carboxamide